3-(o-chlorophenyl)-1,4,2-dioxazol-5-one ClC1=C(C=CC=C1)C1=NOC(O1)=O